CC1=C(C=NN1C1=NC=C(C=C1)S(NC=1C=CC=C2C=NN(C12)C)(=O)=O)C(=O)OCC ETHYL 5-METHYL-1-(5-(N-(1-METHYL-1H-INDAZOL-7-YL)SULFAMOYL)PYRIDIN-2-YL)-1H-PYRAZOLE-4-CARBOXYLATE